ClCC(C[C@@]1(N(C[C@H](C1)OC)C(=O)OC(C)(C)C)C(=O)OC)=C 1-(tert-butyl) 2-methyl (2S,4S)-2-(2-(chloromethyl) allyl)-4-methoxypyrrolidine-1,2-dicarboxylate